1-octylnonyl 8-{(2-hydroxyethyl)[5-(9-methyldecyloxycarbonyl)pentyl]amino}octanoate OCCN(CCCCCCCC(=O)OC(CCCCCCCC)CCCCCCCC)CCCCCC(=O)OCCCCCCCCC(C)C